zinc pyridinyl bromide N1=C(C=CC=C1)Br.[Zn]